FC=1C=C(OC2=C(N=NN2)C(=O)O)C=CC1C#CC1=CC(=C(C=C1)S(=O)(=O)C)F 5-(3-fluoro-4-((3-fluoro-4-(methyl-sulfonyl)phenyl)ethynyl)phenoxy)-1H-1,2,3-triazole-4-carboxylic acid